FC=1C=C2C(=CN=C(C2=CC1F)OC)C(C)=O 1-(6,7-difluoro-1-methoxy-4-isoquinolyl)ethanone